(3S,8S,9S,10R,13S,14S,17S)-3-ethyl-l-7-((1R,4R)-4-hydroxy-1-methoxy-5-methylhexyl)-10,13-dimethyl-2,3,4,7,8,9,10,11,12,13,14,15,16,17-tetradecahydro-1H-cyclopenta[a]phenanthren-3-ol C(C)[C@@]1(CC[C@@]2([C@H]3CC[C@@]4(CCC[C@H]4[C@@H]3C(C=C2C1)[C@@H](CC[C@H](C(C)C)O)OC)C)C)O